methyl-4-(2-(dimethylamino)-3-((9Z,12Z)-octadeca-9,12-dien-1-yloxy)propoxy)butanoate COC(CCCOCC(COCCCCCCCC\C=C/C\C=C/CCCCC)N(C)C)=O